COC(=O)C=1C(=C(SC1NC(C(CC)C1=CC(=CC(=C1)F)F)=O)C(=O)OC(C)(C)C)C (2-(3,5-difluorophenyl)butyrylamino)-3-methylthiophene-2,4-dicarboxylic acid 2-tert-butyl 4-methyl ester